(E)-24-(1,1-dioxidotetrahydro-2H-thiopyran-4-yl)tetracos-16-enoic acid O=S1(CCC(CC1)CCCCCCC/C=C/CCCCCCCCCCCCCCC(=O)O)=O